C(C)(C)(C)OC(=O)N[C@@H](CC(=O)OCC(COC(CCCCCCCCCCCCCCCCC)=O)OC(CCCCCCCCCCCCCCCCC)=O)C(=O)OCC1=CC=CC=C1 1-Benzyl 4-(2,3-bis(stearoyloxy)propyl) (tert-butoxycarbonyl)aspartate